FCC1(CC1)N1C=C(C(=CC1=O)NC1CCN(CC1)C)C(=O)OC Methyl 1-(1-(fluoromethyl)cyclopropyl)-4-((1-methylpiperidin-4-yl)amino)-6-oxo-1,6-dihydropyridine-3-carboxylate